3-((5-amino-3-chloropyrazin-2-yl)ethynyl)pyrrolidine-1-carboxylate NC=1N=C(C(=NC1)C#CC1CN(CC1)C(=O)[O-])Cl